N-(9-bromo-8-methoxy-4,5-dihydronaphtho[2,1-d]isoxazol-3-yl)-2,6-dimethoxybenzenesulfonamide BrC=1C(=CC=C2CCC=3C(=NOC3C12)NS(=O)(=O)C1=C(C=CC=C1OC)OC)OC